FC1=C(C(=CC=C1)F)C1=NC=2C(=NNC2C=2C=C(N=CC2N1)N1C[C@@H](OCC1)C)CC (2S)-4-[8-(2,6-difluorophenyl)-5-ethyl-3,4,7,9,12-pentazatricyclo[8.4.0.02,6]tetradeca-1(10),2(6),4,7,11,13-hexaen-13-yl]-2-methyl-morpholine